O=C1NC(CCC1N1C=C2C=CC=CC2=C1)=O 2-(2,6-dioxopiperidin-3-yl)isoindole